BrC=1C(=NC=C(N1)Cl)C=1C(=NC(=CC1)OC1CC1)C(=O)N (3-bromo-5-chloropyrazin-2-yl)-6-cyclopropoxypyridinecarboxamide